CN1CCN(CC1)C1=CC=C(C=C1)NC1=NN2C(C=CC=C2OC=2C=C(C=CC2)NC(C=C)=O)=N1 N-(3-(2-(4-(4-methylpiperazin-1-yl)phenylamino)-[1,2,4]triazolo[1,5-a]pyridin-5-yloxy)phenyl)acrylamide